tert-butyl (S)-2-((((9H-fluoren-9-yl)methoxy)carbonyl)amino)-3-(2,3-dimethylphenyl)propanoate C1=CC=CC=2C3=CC=CC=C3C(C12)COC(=O)N[C@H](C(=O)OC(C)(C)C)CC1=C(C(=CC=C1)C)C